tert-butyl ((R)-4-methoxy-1-oxo-1-(((R)-4-phenyl-1-(4,4,5,5-tetramethyl-1,3,2-dioxaborolan-2-yl)butyl)amino) butan-2-yl)carbamate COCC[C@H](C(N[C@@H](CCCC1=CC=CC=C1)B1OC(C(O1)(C)C)(C)C)=O)NC(OC(C)(C)C)=O